methyl {(6S)-4-[4'-({(1R)-1-[4-(benzylsulfanyl)phenyl]ethyl}carbamoyl) [1,1'-biphenyl]-4-yl]-2,3,9-trimethyl-6H-thieno[3,2-f][1,2,4]triazolo[4,3-a][1,4]diazepin-6-yl}acetate C(C1=CC=CC=C1)SC1=CC=C(C=C1)[C@@H](C)NC(=O)C1=CC=C(C=C1)C1=CC=C(C=C1)C1=N[C@H](C=2N(C3=C1C(=C(S3)C)C)C(=NN2)C)CC(=O)OC